COC1=CC=C(C=C1)CNC(=O)NC1=CC=C(C=C1)CN1C(CCC1)C1=CC=CC=C1 {[(4-methoxyphenyl)methyl]amino}-N-{4-[(2-phenylpyrrolidinyl)methyl]phenyl}carboxamide